4-(2H-1,2,3-triazol-2-yl)benzaldehyde N=1N(N=CC1)C1=CC=C(C=O)C=C1